ClC=1C=C(C=NC1)CNCC[C@]1(CCOC2(CCCC2)C1)C1=CC(=CC=C1)F [(5-chloropyridin-3-yl)methyl]({2-[(9R)-9-(3-fluorophenyl)-6-oxaspiro[4.5]decan-9-yl]ethyl})amine